2-[6-(1,6-diazaspiro[3.5]non-1-yl)[1,3]thiazolo[4,5-c]pyridazin-3-yl]-5-(1H-pyrazol-4-yl)phenol N1(CCC12CNCCC2)C=2SC1=C(N=NC(=C1)C1=C(C=C(C=C1)C=1C=NNC1)O)N2